(S)-furanone O1C(CC=C1)=O